β-(1-naphthyl)-D-alanine C1(=CC=CC2=CC=CC=C12)C[C@@H](N)C(=O)O